C1(CC(C(CC1)(C(C)C)C(=O)[O-])O)C p-mentholate